triethoxyisopropoxysilane C(C)O[Si](OC(C)C)(OCC)OCC